COC1=CC(=C(C=C1NC1=NC=NC(=C1)N1OCCC1C1=CC(=CC=C1)OC1=CC=CC=C1)NC(C=C)=O)N1CCSCC1 N-(4-methoxy-5-((6-(3-(3-phenoxyphenyl)isoxazolidin-2-yl)pyrimidin-4-yl)amino)-2-thiomorpholinophenyl)acrylamide